(S)-3-hydroxybutyric acid methyl ester COC(C[C@H](C)O)=O